tert-butyl (2-((3-((4-((4-cyclobutylpiperidin-1-yl)sulfonyl)phenyl)carbamoyl)-4-(N-methylmethylsulfonamido)benzyl)amino)ethyl)(methyl)carbamate C1(CCC1)C1CCN(CC1)S(=O)(=O)C1=CC=C(C=C1)NC(=O)C=1C=C(CNCCN(C(OC(C)(C)C)=O)C)C=CC1N(S(=O)(=O)C)C